C(C)(C)(C)OC(=O)N1C[C@H](CC1)[C@@H](C(=O)O)CC1=CC(=CC=C1)C1CCOCC1 (2S)-2-[(3R)-1-tert-Butoxycarbonylpyrrolidin-3-yl]-3-(3-tetrahydropyran-4-ylphenyl)propionic acid